[N+](=O)([O-])C1=C(C=C(C=C1)C(F)(F)F)N1C=CC=C1 1-(2-nitro-5-(trifluoromethyl)phenyl)-1H-pyrrole